2-methyl-5-(1-methyl-4-piperidinyl)benzoic acid CC1=C(C(=O)O)C=C(C=C1)C1CCN(CC1)C